C(CCCCCCCCCCCCCCC)N1C(=C(C(C2=C(C=C(C=C12)OCC=C)OCC=C)=O)OCC=C)C1=CC(=C(C=C1)OCC=C)OCC=C N-hexadecyl-2-(3,4-di-(2-propen-1-yloxy)-phenyl)-3,5,7-tri-(2-propen-1-yloxy)-quinolin-4-one